9-(4-Bromo-1-butyl-1H-benzo[d]imidazol-2-yl)-3,6-di-tert-butyl-9H-carbazole BrC1=CC=CC=2N(C(=NC21)N2C1=CC=C(C=C1C=1C=C(C=CC21)C(C)(C)C)C(C)(C)C)CCCC